3-(Dimethylamino)-N-((4-fluoro-2,6-diisopropylphenyl)carbamoyl)propane-1-sulfonamide, potassium salt [K].CN(CCCS(=O)(=O)NC(NC1=C(C=C(C=C1C(C)C)F)C(C)C)=O)C